C(C)NC1COCC=2NC(C=3C=C(C=CC3C21)C#N)=O 1-(ethylamino)-6-oxo-1,2,4,5-tetrahydropyrano[3,4-c]isoquinoline-8-carbonitrile